C(C)C=1C=C(C=CC1)C1=CC(=C(C(=C1)F)C(=O)NCCOCCN(C)CC(=O)N1CCN(CC1)C(C1=C(C=CC(=C1)CC1=NNC(C2=CC=CC=C12)=O)F)=O)F 3'-ethyl-3,5-difluoro-N-(2-(2-((2-(4-(2-fluoro-5-((4-oxo-3,4-dihydrophthalazin-1-yl)methyl)benzoyl)piperazin-1-yl)-2-oxoethyl)(methyl)amino)ethoxy)ethyl)-[1,1'-biphenyl]-4-carboxamide